4-(2,4-dichloro-3-((1-methyl-6-(trifluoromethyl)-1H-indol-2-yl)methyl)benzoyl)piperazin ClC1=C(C(=O)N2CCNCC2)C=CC(=C1CC=1N(C2=CC(=CC=C2C1)C(F)(F)F)C)Cl